(R)-(1,3-Dimethyl-azetidin-3-yl)-(4-isopropyl-phenyl)-[5-(5-methanesulfonylmethyl-[1,2,4]oxadiazol-3-yl)-pyridin-3-yl]-methanol CN1CC(C1)(C)[C@@](O)(C=1C=NC=C(C1)C1=NOC(=N1)CS(=O)(=O)C)C1=CC=C(C=C1)C(C)C